tert-butyl 5-(6-bromo-2-pyridyl)-2,5-diazabicyclo[2.2.2]octane-2-carboxylate BrC1=CC=CC(=N1)N1C2CN(C(C1)CC2)C(=O)OC(C)(C)C